tert-butyl 3-[2-chloro-5-(2,2,2-trifluoro-1-hydroxy-ethyl)phenyl]-1,4-oxazepane-4-carboxylate ClC1=C(C=C(C=C1)C(C(F)(F)F)O)C1COCCCN1C(=O)OC(C)(C)C